CC1=C(C(C(=O)N(CCCC)C)=CC=C1)C(=O)N methyl-N-methyl-N-butyl-phthalamide